8-bromo-6,7-difluoroisoquinoline BrC=1C(=C(C=C2C=CN=CC12)F)F